N-carbobenzoxy-O-tertiary butyl-L-seryl-benzyl glycinate NCC(=O)OC(C1=CC=CC=C1)C([C@@H](NC(=O)OCC1=CC=CC=C1)COC(C)(C)C)=O